N-((4-((9-(cyclopropylmethyl)-9H-purin-6-yl)oxy)phenyl)carbamothioyl)-4-methylbenzamide C1(CC1)CN1C2=NC=NC(=C2N=C1)OC1=CC=C(C=C1)NC(=S)NC(C1=CC=C(C=C1)C)=O